COC1=NC(=NC=C1C=O)NC=1SC(=CN1)C1=NC(=NC=C1)OC1CCC2(COC2)CC1 4-methoxy-2-{[5-(2-{2-oxaspiro[3.5]nonan-7-yloxy}pyrimidin-4-yl)-1,3-thiazol-2-yl]amino}pyrimidine-5-carbaldehyde